NN1C(=NC(=C1C(N)=O)C1=CC=C(C=C1)C(NC1=NC=CC(=C1)CC)=O)[C@H]1CN(CCC1)C(=O)OC(C)(C)C (R)-tert-butyl 3-(1-amino-5-carbamoyl-4-(4-((4-ethylpyridin-2-yl)carbamoyl)phenyl)-1H-imidazol-2-yl)piperidine-1-carboxylate